ClC1(CC1)C(CN1N=CNC1=S)(CC1=C(C=CC=C1)Cl)O 2-[2-(1-chlorocyclopropyl)-3-(2-chloro-phenyl)-2-hydroxy-propyl]-2,4-dihydro-3H-1,2,4-triazole-3-thione